2-Tert-butyl-N-{2-fluoro-4-methyl-5-[2-methyl-8-(morpholin-4-yl)-[1,2,4]triazolo[1,5-a]pyridin-6-yl]phenyl}-1,3-oxazole-4-carboxamide C(C)(C)(C)C=1OC=C(N1)C(=O)NC1=C(C=C(C(=C1)C=1C=C(C=2N(C1)N=C(N2)C)N2CCOCC2)C)F